7-Ethyl-N-[(E)-(1-Hydroxy-3H-2,1-benzoxaborol-5-yl)methylenamino]-N-methyl-thieno[3,2-d]pyrimidin-4-amin C(C)C1=CSC2=C1N=CN=C2N(C)/N=C/C=2C=CC1=C(COB1O)C2